[Cl-].C(CCCCCCCCCCCCCCCCC)[N+](CCC[Si](OC)(OC)OC)(C)C octadecyl-dimethyl-(gamma-trimethoxysilylpropyl)ammonium chloride